C(C)N1N=C(C(=C1C)C=1C=NN2C1C=C(C=C2)N2N=C(C(=C2)C(=O)O)OC)C 1-[3-(1-ethyl-3,5-dimethyl-pyrazol-4-yl)pyrazolo[1,5-a]pyridin-5-yl]-3-methoxy-pyrazole-4-carboxylic acid